Tert-Butyl 1-(4-methoxybenzyl)-2-oxo-3-(2-oxo-2-((4-(trifluoromethyl)phenyl)amino) ethyl)-1,3,8-triazaspiro[4.5]decane-8-carboxylate COC1=CC=C(CN2C(N(CC23CCN(CC3)C(=O)OC(C)(C)C)CC(NC3=CC=C(C=C3)C(F)(F)F)=O)=O)C=C1